N-(6-fluoro-pyridin-3-yl)-N'-isopropyl-6-(6-trifluoromethyl-pyridin-2-yl)-[1,3,5]triazine-2,4-diamine FC1=CC=C(C=N1)NC1=NC(=NC(=N1)NC(C)C)C1=NC(=CC=C1)C(F)(F)F